(E)-3-(2,6-dichloropyridin-4-yl)prop-2-enoic acid ClC1=NC(=CC(=C1)/C=C/C(=O)O)Cl